CC1=[N+](C(=CC=C1)CN1CCN(CCN(CCN(CC1)CC(=O)O)CC(=O)O)CC(=O)O)[O-] 2-methyl-6-((4,7,10-tris(carboxymethyl)-1,4,7,10-tetraazacyclododec-1-yl)methyl)pyridine 1-oxide